C1(=CC=C(C=C1)C=1CCN(CC1)CC(C(=O)NO)(S(=O)(=O)C)C)C1=CC=CC=C1 3-(4-([1,1'-biphenyl]-4-yl)-3,6-dihydropyridin-1(2H)-yl)-N-hydroxy-2-methyl-2-(methylsulfonyl)propanamide